(R)-4-(2-(3,10-dimethyl-2,3,4,4a,5,6-hexahydro-1H-pyrazino[1,2-a]quinolin-8-yl)-5H-pyrrolo[2,3-b]pyrazin-7-yl)-N,N-dimethylbenzamide CN1C[C@@H]2N(C3=C(C=C(C=C3CC2)C=2N=C3C(=NC2)NC=C3C3=CC=C(C(=O)N(C)C)C=C3)C)CC1